[1,3]dioxolan-4-carboxamide O1COC(C1)C(=O)N